ClC1=NC=C(C(=N1)NC=1C=C(C2=C(NC(N2C)=O)C1)OCCO[C@H]1CN(C[C@H](C1(F)F)C)C(=O)OC(C)(C)C)Cl tert-butyl (3S,5R)-3-(2-((6-((2,5-dichloropyrimidin-4-yl)amino)-3-methyl-2-oxo-2,3-dihydro-1H-benzo[d]imidazol-4-yl)oxy)ethoxy)-4,4-difluoro-5-methylpiperidine-1-carboxylate